FC(CN(C(=O)C1=C(C=CC(=C1)F)C1=C2C=NN(C2=CC(=C1)CC1CN(C1)C(=O)OC(C)(C)C)C)C(C)C)F Tert-butyl 3-[(4-{2-[(2,2-difluoroethyl)(isopropyl)carbamoyl]-4-fluorophenyl}-1-methyl-1H-indazol-6-yl)methyl]azetidine-1-carboxylate